N-[4-fluoro-5-(2-morpholin-4-ylpyrimidin-5-yl)-2-[rac-(3R,4R)-3-(dimethylamino)-4-fluoropyrrolidin-1-yl]phenyl]-6-oxo-4-(trifluoromethyl)-1H-pyridine-3-carboxamide FC1=CC(=C(C=C1C=1C=NC(=NC1)N1CCOCC1)NC(=O)C1=CNC(C=C1C(F)(F)F)=O)N1C[C@H]([C@@H](C1)F)N(C)C |r|